1-(5-(5-fluoro-2-(methylamino)pyrimidin-4-yl)-4-methylthiazol-2-yl)-3-(4-(morpholinomethyl)-3-(trifluoromethyl)phenyl)urea FC=1C(=NC(=NC1)NC)C1=C(N=C(S1)NC(=O)NC1=CC(=C(C=C1)CN1CCOCC1)C(F)(F)F)C